ethyl 4-(2-allyl-2-(tert-butoxycarbonyl)hydrazineyl)-2-(methylthio)pyrimidine-5-carboxylate C(C=C)N(NC1=NC(=NC=C1C(=O)OCC)SC)C(=O)OC(C)(C)C